(3-(2-methyl-4-(pyridin-2-yloxy)phenyl)-1,2,4-oxadiazol-5-yl)methacrylic acid CC1=C(C=CC(=C1)OC1=NC=CC=C1)C1=NOC(=N1)C=C(C(=O)O)C